Cl.[C@@H]12N(C[C@@H](NC1)C2)C(=O)N2C(\C(\C1=CC(=CC=C21)F)=C/C2=C(C(=C(N2)C)C(=O)NCCN(CC)CC)C)=O 5-(((Z)-1-((1S,4S)-2,5-diazabicyclo[2.2.1]heptane-2-carbonyl)-5-fluoro-2-oxoindolin-3-ylidene)methyl)-N-(2-(diethylamino)ethyl)-2,4-dimethyl-1H-pyrrole-3-carboxamide hydrochloride